OCCO[C@@H]1CC[C@H](CC1)NC(OC(C)(C)C)=O tert-butyl (trans-4-(2-hydroxyethoxy)cyclohexyl)carbamate